2,5-difluoro-N-(4-(4-methoxy-2-((4-((4-methylpiperidin-1-yl)methyl)phenyl)amino)-7H-pyrrolo[2,3-d]pyrimidin-5-yl)phenyl)benzene-sulfonamide FC1=C(C=C(C=C1)F)S(=O)(=O)NC1=CC=C(C=C1)C1=CNC=2N=C(N=C(C21)OC)NC2=CC=C(C=C2)CN2CCC(CC2)C